C1(CC1)C1=CC=NC=2C(CCCC12)NCC1=NC=C(C=C1)C(F)(F)F 4-cyclopropyl-N-((5-(trifluoromethyl)pyridin-2-yl)methyl)-5,6,7,8-tetrahydroquinolin-8-amine